2-((1s,4s)-4-(3-bromo-2-methylphenoxy)cyclohexyl)ethan-1-ol BrC=1C(=C(OC2CCC(CC2)CCO)C=CC1)C